2-(4-methoxyphenyl)-1,2,3,4-tetrahydroquinoline-6-carboxylate COC1=CC=C(C=C1)C1NC2=CC=C(C=C2CC1)C(=O)[O-]